C(C)C(CN1C(=C(C(C2=C(C=C(C=C12)OC(=O)C(C)(C)C)OC(=O)C(C)(C)C)=O)OC(=O)C(C)(C)C)C1=CC(=C(C(=C1)OC(=O)C(C)(C)C)OC(=O)C(C)(C)C)OC(=O)C(C)(C)C)CCCC N-(2-ethylhexyl)-2-(3,4,5-tri-(t-butylcarbonyloxy)-phenyl)-3,5,7-tri-(t-butylcarbonyloxy)-quinolin-4-one